C(C=C)OCC(C(=O)OC)=C methyl 2-[(2-propen-1-yloxy) methyl]-2-propenoate